C(C)(C)(C)OC(=O)N1C[C@H](C([C@H](C1)CCCOS(=O)(=O)C1=CC=C(C=C1)C)(F)F)C.C[N+](CCCS(=O)(=O)O)(CCC(C=C)=O)C N,N-dimethyl-N-(2-acryloylethyl)-N-(3-sulfopropyl)ammonium tert-butyl-(3R,5S)-4,4-difluoro-3-methyl-5-[3-(p-tolylsulfonyloxy)propyl]piperidine-1-carboxylate